C(CCC)C1=C(C=CC(=C1O)O)C1=CC=CC=C1 Butyl-[1,1'-biphenyl]-3,4-diol